FC(S(=O)(=O)[O-])(F)F.C(C)(C)(C)OC1=CC=C(C=C1)[I+]C1=CC=CC=C1 (p-tert-butoxyphenyl)phenyliodonium trifluoromethanesulfonate salt